(2-((1-(3-fluoropropyl)azetidin-3-yl)methyl)thiazol-5-yl)methanol FCCCN1CC(C1)CC=1SC(=CN1)CO